C(C(=C)C)(=O)OCCC[Si](OCC)(OCC)C γ-methacryloyloxypropylmethyl-diethoxysilane